C(CCC)SC(=O)SSC(C(=O)O)(C)C 2-((butylthio)-carbonyl-thio)thio-2-methylpropanoic acid